3-aminobenzo[c]isothiazole NC1=C2C(=NS1)C=CC=C2